FC1=C(C(=O)N2C[C@H](N([C@@H](C2)C)C(=O)C2=C(C=C(C=C2)OC)F)C)C(=CC(=C1)OC)F ((2R,6R)-4-(2,6-difluoro-4-methoxybenzoyl)-2,6-dimethylpiperazin-1-yl)(2-fluoro-4-methoxyphenyl)methanone